N-((6-cyanopyridin-3-yl)methyl)acetamide C(#N)C1=CC=C(C=N1)CNC(C)=O